NC1=C(C=CC=C1C(C1=CC=C(C=C1)Br)=O)CC(=O)[O-] 2-[2-amino-3-(4-bromobenzoyl)phenyl]acetate